C(CCN)N propan-1,3-diamine